N8-(2-chloropyrimidin-4-yl)-3-isopropyl-N6-(pentan-3-yl)-[1,2,4]triazolo[4,3-b]pyridazine-6,8-diamine ClC1=NC=CC(=N1)NC=1C=2N(N=C(C1)NC(CC)CC)C(=NN2)C(C)C